anti-vanillin O=CC1=CC(OC)=C(O)C=C1